8-(4-Chlorophenyl)-3-methyl-1-(pyrimidin-5-yl)-1,3-dihydro-2H-imidazo[4,5-c]quinolin-2-imine ClC1=CC=C(C=C1)C1=CC=2C3=C(C=NC2C=C1)N(C(N3C=3C=NC=NC3)=N)C